ClC1=C(C=CC=C1)CS(=O)(=O)NC1=CC=C(C=C1)NC(=O)NCC1=CN=CO1 1-(2-Chlorophenyl)-N-(4-(3-(oxazol-5-ylmethyl)ureido)phenyl)methanesulfonamide